2'-deoxyinosine monophosphate P(=O)(O)(O)OC[C@@H]1[C@H](C[C@@H](O1)N1C=NC=2C(O)=NC=NC12)O